OC=1C(=NC=CC1NC1=C(C(C1=O)=O)N[C@@H](C=1C=NC=CC1C)C1(CCCC1)C)C(=O)N(C)C (R)-3-hydroxy-N,N-dimethyl-4-((2-(((1-methylcyclopentyl)(4-methylpyridin-3-yl)methyl)amino)-3,4-dioxocyclobut-1-en-1-yl)amino)picolinamide